C1(CC1)N1N=CC(=C1)C1=CC=2N(C=C1)C=CN2 7-(1-cyclopropylpyrazol-4-yl)imidazo[1,2-a]Pyridine